1-(2,4-dichlorophenyl)-N-[(2S)-1-(dimethylamino)propan-2-yl]-4-{2'-ethoxy-[2,3'-bipyridin]-5-yl}piperidine-4-carboxamide ClC1=C(C=CC(=C1)Cl)N1CCC(CC1)(C(=O)N[C@H](CN(C)C)C)C=1C=CC(=NC1)C=1C(=NC=CC1)OCC